CN1CCC(CC1)NC1=C2C=C(N(C2=CC=C1)CC(F)(F)F)C#CCNC1=CC=C(C=C1)CCOCCOCCNC(OC(C)(C)C)=O tert-butyl N-{2-[2-(2-{4-[(3-{4-[(1-methylpiperidin-4-yl)amino]-1-(2,2,2-trifluoroethyl)-1H-indol-2-yl}prop-2-yn-1-yl)amino]phenyl}ethoxy)ethoxy]ethyl}carbamate